2-(2-fluoro-5-(3-chloro-5-(trifluoromethyl)pyridin-2-yl)-4-chlorobenzyl)-4,4-dimethylisoxazolidin-3-one FC1=C(CN2OCC(C2=O)(C)C)C=C(C(=C1)Cl)C1=NC=C(C=C1Cl)C(F)(F)F